N1(C=NC=C1)CC(=O)O 1-Imidazoleacetic acid